N-(2-chloro-6-morpholinopyrimidin-4-yl)-7-methoxy-6-nitroquinazolin-4-amine ClC1=NC(=CC(=N1)NC1=NC=NC2=CC(=C(C=C12)[N+](=O)[O-])OC)N1CCOCC1